CCC(COC1CCCCC1C(C)(C)C)O 2-T-BUTYLCYCLOHEXYLOXY-2-BUTANOL